ClC1=NC=CC(=N1)NC=1C(=NC=CC1)C1=NC=CC=C1 N-(2-Chloropyrimidin-4-yl)-2,2'-bipyridin-3-amine